FC(C=1C=C(CCN(C(OC(C)(C)C)=O)C2CCC3=CC(=CC=C23)\C=C\C(NOC2OCCCC2)=O)C=C(C1)C(F)(F)F)(F)F tert-butyl (E)-(3,5-bis(trifluoromethyl)phenethyl)(5-(3-oxo-3-(((tetrahydro-2H-pyran-2-yl)oxy)amino)prop-1-en-1-yl)-2,3-dihydro-1H-inden-1-yl)carbamate